C(#N)C1=C(C=CC=C1)SC=1C=2N(C=C(C1)C=1C=NN(C1)[C@H]1CNCC1)N=CC2C#N 4-(2-cyanophenyl)sulfanyl-6-[1-[(3R)-pyrrolidin-3-yl]pyrazol-4-yl]pyrazolo[1,5-a]pyridine-3-carbonitrile